N,N-bis(2-ethylhexyl)-5-Methylbenzotriazole-1-methylamine C(C)C(CN(CN1N=NC2=C1C=CC(=C2)C)CC(CCCC)CC)CCCC